ClC1=C(C=C(C=C1)C(C1=NN(C=C1)C)NC(=O)C1=CC=C2C=NC(=NC2=C1)NC1CCOCC1)F 2-(tetrahydropyran-4-ylamino)-quinazoline-7-carboxylic acid [(4-chloro-3-fluoro-phenyl)-(1-methyl-1H-pyrazol-3-yl)-methyl]-amide